(3,3-difluorocycloprop-1-en-1-yl)benzene FC1(C=C1C1=CC=CC=C1)F